CC1=CC2=C(S1)C(=CC=C2)O 2-methylbenzo[b]thiophen-7-ol